N4-[[2-[3-(trifluoromethyl)phenyl]-benzimidazol-5-yl]methyl]-piperazine FC(C=1C=C(C=CC1)C=1NC2=C(N1)C=CC(=C2)CN2CCNCC2)(F)F